NCC=1C=C(C=CC1)C=1N=C(C2=C(N1)C=C(S2)CN(C2=NC=C(C=N2)C(=O)OC)C)N2CCOCC2 Methyl 2-(((2-(3-(aminomethyl)phenyl)-4-morpholinothieno[3,2-d]pyrimidin-6-yl) methyl)(methyl)amino)pyrimidine-5-carboxylate